2-azidoethyl 4-O-benzyl-2-deoxy-2-palmitamido-[(α-D-mannopyranosyl)-(1→3)]-[α-D-mannopyranosyl-(1→6)]-β-D-glucopyranoside C(C1=CC=CC=C1)O[C@H]1[C@@H]([C@H]([C@](OCCN=[N+]=[N-])(O[C@@H]1CO[C@@H]1[C@@H](O)[C@@H](O)[C@H](O)[C@H](O1)CO)[C@@H]1[C@@H](O)[C@@H](O)[C@H](O)[C@H](O1)CO)NC(CCCCCCCCCCCCCCC)=O)O